N[C@H]1CC(N(C1)C)C(=O)NC=1SC(=C(N1)C)C(=O)OCCC propyl 2-[[(4S)-4-amino-1-methyl-pyrrolidine-2-carbonyl]amino]-4-methyl-thiazole-5-carboxylate